FC1=CC=2C(N3C(=NC2C(=C1)[C@@H](C)N[S@](=O)C(C)(C)C)CCC3)=O (R)-N-[(1R)-1-(7-fluoro-9-oxo-2,3-dihydro-1H-pyrrolo[2,1-b]quinazolin-5-yl)ethyl]-2-methyl-propane-2-sulfinamide